trichloro(phenyl)phenol ClC=1C(=C(C(=C(C1)O)C1=CC=CC=C1)Cl)Cl